{5H,6H,7H,8H-imidazo[1,2-a]pyrazine-7-carbonyl}-6-methyl-N-(1-methylcyclopropyl)furo[2,3-d]pyrimidin-4-amine N=1C=CN2C1CN(CC2)C(=O)C=2N=C(C1=C(N2)OC(=C1)C)NC1(CC1)C